FC(C(=O)O)(F)F.CN1N=C(C(=C1)NC1=NC=C(C(=N1)NC=1C=C(C=CC1F)NC(C=C)=O)C1=CC=C(C=C1)C(F)(F)F)C N-(3-((2-((1,3-dimethyl-1H-pyrazol-4-yl)amino)-5-(4-(trifluoromethyl)phenyl)pyrimidin-4-yl)amino)-4-fluorophenyl)acrylamide trifluoroacetate